ClC=1C=C(C(=C(CN2C[C@@H](N(CC2)C(=O)C2CCCC2)C)C1)C)NC=1OC=2C(=NC=CC2)N1 (S)-(4-(5-chloro-2-methyl-3-(oxazolo[4,5-b]pyridin-2-ylamino)benzyl)-2-methylpiperazin-1-yl)(cyclopentyl)methanone